C(C)N(C)C(=O)Cl N-ethyl-N-methylchloroformylamine